(2S,3R)-tetradecane-2,3-diol C[C@@H]([C@@H](CCCCCCCCCCC)O)O